C1=C(C=CC=CCCCCCCCCCCCCCC(=O)[O-])O1 epoxy-eicosatrienate